CC1=CC(=C2C(=C1)OC3=C(C2=O)[C@H](OC(=O)C=C3Cl)C(=O)OC)O The molecule is an organic heterotricyclic compound that is 5-chloro-10-hydroxy-8-methyl-1H-oxepino[4,3-b]chromene-3,11-dione which is substituted at positions 1, 5, 8, and 10 by methoxycarbonyl, chlorine, methyl, and hydroxy groups, respectively (the 1S enantiomer). Found in Monilia fructicola and in the mycoherbicide Alternaria sonchi. It has a role as a plant metabolite and a fungal metabolite. It is an organic heterotricyclic compound, an organochlorine compound, an epsilon-lactone and a methyl ester.